N1=NNC2=NC(=CC=C21)C=2C=C(C(=O)NC1=CC=C(C=C1)COCC1=CC=CC=C1)C=CC2C 3-(3H-[1,2,3]Triazolo[4,5-b]pyridin-5-yl)-N-(4-((benzyloxy)methyl)phenyl)-4-methylbenzamide